(4-(trichlorosilyl)phenyl)boric acid Cl[Si](C1=CC=C(C=C1)OB(O)O)(Cl)Cl